COC1=CC=C(CNC(NC2CC3(CC(C3)NC(OC(C)(C)C)=O)C2)=O)C=C1 tert-butyl (6-(3-(4-methoxybenzyl)ureido)spiro[3.3]heptan-2-yl)carbamate